C(C)N1C=CC(C2=CC(=C(N=C12)N1CCN(CC1)C)F)=O 1-ethyl-6-fluoro-7-(4-methylpiperazin-1-yl)-[1,8]Naphthyridine-4(1H)-one